CN1N=CC(=C1)[C@H](C1CCN(CC1)C(=O)C=1C=CC2=C(NC(CO2)=O)C1)C1=CC=CC=C1 |o1:6| 6-[4-[(R or S)-(1-Methylpyrazol-4-yl)-phenyl-methyl]piperidine-1-carbonyl]-4H-1,4-benzoxazin-3-one